Cl.[C@@H]12C(C[C@@H](CC1)N2)N(C(OCC2=CC=CC=C2)=O)CCOC benzyl ((1S,4R)-7-azabicyclo[2.2.1]heptan-2-yl)(2-methoxyethyl)carbamate hydrogen chloride salt